2-(4-bromo-2,6-dimethylphenyl)-5-(pyrrolidin-1-yl)-2,6-dihydro-7H-[1,2,3]triazolo[4,5-d]pyrimidine-7-thione BrC1=CC(=C(C(=C1)C)N1N=C2C(N=C(NC2=S)N2CCCC2)=N1)C